(1R,3R)-3-(4,4-diethyl-2-imino-6-oxo-hexahydropyrimidin-1-yl)-N-[(3S,4R)-3-hydroxy-3-methyl-chroman-4-yl]-1-methoxy-indane-6-carboxamide C(C)C1(NC(N(C(C1)=O)[C@@H]1C[C@H](C2=CC(=CC=C12)C(=O)N[C@H]1[C@](COC2=CC=CC=C12)(C)O)OC)=N)CC